(3-(((2-amino-7-(1H-pyrazol-5-yl)quinolin-4-yl)amino)methyl)bicyclo[1.1.1]pentan-1-yl)methanol NC1=NC2=CC(=CC=C2C(=C1)NCC12CC(C1)(C2)CO)C2=CC=NN2